BrC=1C=C(C=CC1)NC1(CCC2(C(CC3=CC=CC=C23)C2=C(C=CC=C2)C)CC1)C(=O)O 4-(3-Bromophenylamino)-2'-(2-methylphenyl)-2',3'-dihydrospiro[cyclohexane-1,1'-indene]-4-carboxylic acid